4-(3-phenylisoxazolidin-2-yl)-N-(5-(piperazin-1-yl)pyridin-2-yl)-5-(trifluoromethyl)pyrimidin-2-amine C1(=CC=CC=C1)C1N(OCC1)C1=NC(=NC=C1C(F)(F)F)NC1=NC=C(C=C1)N1CCNCC1